O=C(C=CC1=CC=C(OC(C(=O)O)CCC2=CC=CC=C2)C=C1)C1=CC=CC=C1 2-[4-(3-Oxo-3-phenylprop-1-enyl)phenoxy]-4-phenylbutanoic acid